cis-2-amino-6-borono-2-(3-(quinolin-8-ylmethylamino)cyclobutyl)hexanoic acid NC(C(=O)O)(CCCCB(O)O)[C@@H]1C[C@@H](C1)NCC=1C=CC=C2C=CC=NC12